CN(C(OC(C)(C)C)=O)CCOC=1C=NN(C1)C tert-butyl N-methyl-N-[2-(1-methylpyrazol-4-yl)oxyethyl]carbamate